cinnamic acid linalyl ester C(C)(C=C)(CCC=C(C)C)OC(C=CC1=CC=CC=C1)=O